rac-(3R,4R)-3-Amino-N-(4-fluoro-3-(pentafluoro-λ6-sulfaneyl)phenyl)tetrahydro-2H-pyran-4-carboxamide Hydrochloride Cl.N[C@H]1COCC[C@H]1C(=O)NC1=CC(=C(C=C1)F)S(F)(F)(F)(F)F |r|